bis(tris(4-methoxyphenyl)phosphine) palladium chloride [Pd](Cl)Cl.COC1=CC=C(C=C1)P(C1=CC=C(C=C1)OC)C1=CC=C(C=C1)OC.COC1=CC=C(C=C1)P(C1=CC=C(C=C1)OC)C1=CC=C(C=C1)OC